The molecule is the conjugate base of 9-riburonosyladenine arising from deprotonation of the carboxylic acid function. It is a monocarboxylic acid anion and a purine nucleoside. It is a conjugate base of a 9-riburonosyladenine. C1=NC(=C2C(=N1)N(C=N2)[C@H]3[C@@H]([C@@H]([C@H](O3)C(=O)[O-])O)O)N